ethyl 8-bromo-2-methylimidazo[1,2-a]pyridine-6-carboxylate BrC=1C=2N(C=C(C1)C(=O)OCC)C=C(N2)C